(5-chloro-[1,1'-biphenyl]-3-yl)phenanthrene disodium bisphenol a salt OC1=CC=C(C=C1)C(C)(C)C1=CC=C(C=C1)O.[Na].[Na].ClC=1C=C(C=C(C1)C1=CC=CC=C1)C1=CC=CC=2C3=CC=CC=C3C=CC12